CN([C@@H](CC1=CC(=C(C(=O)NC)C=C1)F)CNC(CCOC1=CC=CC=C1)=O)C (S)-4-(2-(dimethylamino)-3-(3-phenoxypropionamido)propyl)-2-fluoro-N-methylbenzamide